ClC1=C(C=CC=C1OC)C(=O)N1C[C@H]2CO[C@](CN2CC1)(O)C1=C(C=C(C=C1)Cl)Cl (2-chloro-3-methoxyphenyl)((3R,9aS)-3-(2,4-dichlorophenyl)-3-hydroxyhexahydropyrazino[2,1-c][1,4]oxazin-8(1H)-yl)methanone